C(C)(C)N1C2CC(CC1CC2)S(=O)(=O)N 8-iso-propyl-8-azabicyclo[3.2.1]octane-3-sulfonamide